CC(C(=O)N1C[C@H](CC1)C(=O)O)CC1=CC=C2C(=CC(OC2=C1)=O)C1=C(C=CC=C1)C (S)-1-(2-methyl-3-(2-oxo-4-(o-tolyl)-2H-chromen-7-yl)propanoyl)pyrrolidine-3-carboxylic acid